NC1CC(CC(C1)(C)CNCCCCCCCCCCCCN)(C)C N'-[(5-amino-1,3,3-trimethyl-cyclohexyl)methyl]dodecane-1,12-diamine